C1(CCCC2CCCCC12)(C(=O)O)C(=O)O decalin-dicarboxylic acid